CNC1=NC(=C2N=CN(C2=N1)C1OCCCC1)NCC1=CC=C(C=C1)OC (Methylamino)-6-[(4-methoxybenzyl)amino]-9-(tetrahydro-2H-pyran-2-yl)-9H-purine